(E)-1-(2-Hydroxy-6-octadecoxyphenyl)-3-[4-(methoxymethoxy)phenyl]prop-2-en-1-one OC1=C(C(=CC=C1)OCCCCCCCCCCCCCCCCCC)C(\C=C\C1=CC=C(C=C1)OCOC)=O